FC=1C(=CC2=C(N(C=N2)C2C(NC(CC2)=O)=O)C1)N1CCNCC1 3-(6-fluoro-5-(piperazine-1-yl)-1H-benzimidazol-1-yl)piperidine-2,6-dione